3-amino-adipic acid NC(CC(=O)O)CCC(=O)O